N-(2-((1R,4R)-2-oxa-5-azabicyclo[2.2.1]heptane-5-yl)-4-methoxy-5-((6-((R)-3-(6-methylpyridine-3-yl)isoxazolidine-2-yl)pyrimidine-4-yl)amino)phenyl)acrylamide lithium [Li].[C@H]12OC[C@H](N(C1)C1=C(C=C(C(=C1)OC)NC1=NC=NC(=C1)N1OCC[C@@H]1C=1C=NC(=CC1)C)NC(C=C)=O)C2